COC=1C=C(C=CC1OC)NC=1N=CC2=C(N1)C(=CS2)C2=CC=CC=C2 N-(3,4-dimethoxyphenyl)-7-phenylthieno[3,2-d]pyrimidin-2-amine